FC(C(C(F)(F)F)(C1=CC(=C(N)C=C1)Cl)F)(F)F 4-(perfluoroprop-2-yl)-2-chloroaniline